C(C1=CC=CC=C1)OC(=O)N(C1=CC=C(C=C1)C1=CC2=C(N(C(N2C)=O)C=2C(=NC(=CC2)OCC2=CC=CC=C2)OCC2=CC=CC=C2)C=C1)CC1C(C1)C(=O)O 2-((((benzyloxy)carbonyl)(4-(1-(2,6-bis(benzyloxy)pyridin-3-yl)-3-methyl-2-oxo-2,3-dihydro-1H-benzo[d]imidazol-5-yl)phenyl)amino)methyl)cyclopropanecarboxylic acid